[Si](C)(C)(C(C)(C)C)OCC(C)NC(CC)O ((1-((tert-butyldimethylsilyl)oxy)propan-2-yl)amino)propan-1-ol